CN(C)C1=NC=CC=C1 (N,N-dimethylamino)-pyridine